(1R,3aS,6aR)-N-((R)-1-cyano-2-((S)-2-oxopiperidin-3-yl)ethyl)-5,5-difluoro-2-(9-hydroxy-9H-fluorene-9-carbonyl)octahydrocyclopenta[c]pyrrole-1-carboxamide C(#N)[C@@H](C[C@H]1C(NCCC1)=O)NC(=O)[C@@H]1N(C[C@@H]2[C@H]1CC(C2)(F)F)C(=O)C2(C1=CC=CC=C1C=1C=CC=CC21)O